3-(tert-butoxycarbonylamino)-1-oxo-4-((S)-2-oxopyrrolidin-3-yl)butan-2-yl benzoate C(C1=CC=CC=C1)(=O)OC(C=O)C(C[C@H]1C(NCC1)=O)NC(=O)OC(C)(C)C